FC=1C(=C(C=CC1F)[C@H]1[C@@H](O[C@]([C@H]1C)(C(F)(F)F)C)C(=O)NC1=CC(=NC=C1)C(=O)N)OCCOC |r| rac-4-((2R,3S,4S,5R)-3-(3,4-difluoro-2-(2-methoxyethoxy)phenyl)-4,5-dimethyl-5-(trifluoromethyl)tetrahydrofuran-2-carboxamido)pyridineamide